C(C1=CC=CC=C1)N1C(CCC1=O)=O N-benzyl-succinimide